3-(dimethylaminomethyl)benzoic acid CN(C)CC=1C=C(C(=O)O)C=CC1